C(CCCCCCCCC)(=O)N[C@@H](CCC(=O)O)C(=O)O caprinoyl-glutamic acid